7-[[6-(Trifluoromethyl)-3-pyridyl]methyl]-2-azaspiro[3.5]nonane FC(C1=CC=C(C=N1)CC1CCC2(CNC2)CC1)(F)F